ethyl (R)-5-((1-(2-methoxypyridin-3-yl)ethyl)amino)pyrazolo[1,5-c]pyrimidine-3-carboxylate COC1=NC=CC=C1[C@@H](C)NC1=CC=2N(C=N1)N=CC2C(=O)OCC